C1(=CC=CC=C1)C=1N=C(N=NC1C1=CC=CC=C1)SC(C(=O)N(C)C)C 2-[(5,6-diphenyl-1,2,4-triazin-3-yl)sulfanyl]-N,N-dimethyl-propanamide